S(=O)(=O)([O-])[O-].C[N+](C(C(O)C)=O)(CCO)CCO.C[N+](CCO)(CCO)C(C(O)C)=O methyl-2-hydroxy-N,N-bis(2-hydroxyethyl)-N-methylacetylammonium sulfate